OC1=CC=C(C=C1)C(C1=CC=CC=C1)(C1=CC=CC=C1)C1=CC=C(C=C1)O bis(4-hydroxyphenyl)-diphenyl-methane